C[C@@H]1CN(CCO1)C1=CC(=CC(=C1)[N+](=O)[O-])C (R)-2-methyl-4-(3-methyl-5-nitrophenyl)morpholine